C(C)(C)(C)OC(=O)N(C)C(C)C1=C(N=NN1C)C1=C(C(=NC=C1)Cl)F 5-[1-(N-tert-butoxycarbonyl-N-methylamino)ethyl]-4-(2-chloro-3-fluoro-4-pyridyl)-1-methyl-1H-1,2,3-triazole